6-acetyl-N-[rac-2-(4-bromo-2-chlorophenyl)-2-fluoro-ethyl]-3-[3-(trifluoromethyl)phenoxy]pyridazine-4-carboxamide C(C)(=O)C1=CC(=C(N=N1)OC1=CC(=CC=C1)C(F)(F)F)C(=O)NC[C@H](F)C1=C(C=C(C=C1)Br)Cl |r|